NC1=C(C=CC=C1Cl)C(O)C1CC1 (2-amino-3-chloro-phenyl)-cyclopropyl-methanol